3-(6-methylpyridin-2-yl)phenol CC1=CC=CC(=N1)C=1C=C(C=CC1)O